Magnesium-zirconium-titanium [Ti].[Zr].[Mg]